C1(CC1)C(=O)NC1=CC(=C(N=N1)C(=O)NC([2H])([2H])[2H])NC1=C(C(=CC=C1)C1=NC=C(N=C1)C)OC 6-cyclopropaneamido-4-{[2-methoxy-3-(5-methylpyrazin-2-yl)phenyl]amino}-N-(2H3)methylpyridazine-3-carboxamide